3-[[(7S)-1-[3-[[(1S)-1-(2,2-difluoro-1,3-benzodioxol-5-yl)ethyl]amino]-4-fluoro-phenyl]-3-(trifluoromethyl)-4,5,6,7-tetrahydroindazol-7-yl]oxy]bicyclo[1.1.1]pentane-1-carboxamide FC1(OC2=C(O1)C=CC(=C2)[C@H](C)NC=2C=C(C=CC2F)N2N=C(C=1CCC[C@@H](C21)OC21CC(C2)(C1)C(=O)N)C(F)(F)F)F